N[C@H]1C2N(CC1CC2)C(=O)C=2C=C(C=1N(C2)N=C(C1C)C=1N(C2=CC(=CC=C2C1)C=1C=C2CNC(C2=CC1)=O)CC1CC1)F 5-(2-{6-[(7R)-7-amino-2-azabicyclo[2.2.1]heptane-2-carbonyl]-4-fluoro-3-methylpyrazolo[1,5-a]pyridin-2-yl}-1-(cyclopropylmethyl)-1H-indol-6-yl)-2,3-dihydro-1H-isoindol-1-one